N-cyclopentyl-4-methyl-5-(2-((5,6,7,8-tetrahydro-1,6-naphthyridin-2-yl)amino)pyrimidine-4-yl)thiazole C1(CCCC1)N1CSC(=C1C)C1=NC(=NC=C1)NC1=NC=2CCNCC2C=C1